O[C@@H]1[C@H](CCCC1)NC(=O)C=1C=CC(=C(C1)NC(=O)C1=CN=C(S1)NC(C)C)C N-(5-{[(1S,2S)-2-hydroxycyclohexyl]carbamoyl}-2-methylphenyl)-2-[(propan-2-yl)amino]-1,3-thiazole-5-carboxamide